3-(1-(3-methyl-4-(1-(6-(trifluoromethyl)pyridin-3-yl)cyclopropyl)-1H-pyrrole-2-carboxamido)ethyl)-1H-pyrazole-5-carboxamide CC1=C(NC=C1C1(CC1)C=1C=NC(=CC1)C(F)(F)F)C(=O)NC(C)C1=NNC(=C1)C(=O)N